4-(2-(1,1-dioxido-5-(o-tolyl)-1,2,5-thiadiazolidin-2-yl)acetamido)adamantane-1-carboxamide O=S1(N(CCN1C1=C(C=CC=C1)C)CC(=O)NC1C2CC3(CC(CC1C3)C2)C(=O)N)=O